dispiro[indene-1,1'-cyclohexane-3',2''-[1,3]dioxolane]-3(2H)-one O1C2(OCC1)CC1(CCC2)CC(C2=CC=CC=C21)=O